C(C1=CC=CC=C1)OC1=C(SC=C1)C(=O)NC=1C=CC2=C(OC3=C2C=CC=C3)C1 3-(benzyloxy)-N-(dibenzo[b,d]furan-3-yl)thiophene-2-carboxamide